F/C(=C/C(=O)NCCCCCC)/C1=CC=CC=C1 (E)-3-fluoro-N-hexyl-3-phenylacrylamide